(S)-2-((((9H-fluoren-9-yl)methoxy)carbonyl)amino)-3-(5-chloro-2-methoxyphenyl)propanoic acid C1=CC=CC=2C3=CC=CC=C3C(C12)COC(=O)N[C@H](C(=O)O)CC1=C(C=CC(=C1)Cl)OC